3-ethyl-7-(hydroxymethyl)-3,4-dihydroquinazoline C(C)N1C=NC2=CC(=CC=C2C1)CO